2-ethoxy-1H-benzo[d]imidazole-7-carboxylate C(C)OC1=NC2=C(N1)C(=CC=C2)C(=O)[O-]